2-(3,4-dichlorophenyl)-1-ethyl-6-[(5-methylsulfanylpyrazol-1-yl)methyl]-4-oxo-pyridine-3-carboxylic acid ClC=1C=C(C=CC1Cl)C=1N(C(=CC(C1C(=O)O)=O)CN1N=CC=C1SC)CC